indenopyrrole N1=CC=C2C1=CC=1C=CC=CC12